ClC1=CC(=NC=C1C=O)NC(OC(C)(C)C)=O TERT-BUTYL 4-CHLORO-5-FORMYLPYRIDIN-2-YLCARBAMATE